BrC=1C=C(C=CC1)N1N=CC(=C1)C1(C(N(CC1)C)=O)O 3-(1-(3-bromophenyl)-1H-pyrazol-4-yl)-3-hydroxy-1-methylpyrrolidin-2-one